(R)-N-(3-oxoisoxazolidin-4-yl)-5-pentylpicolinamide O=C1NOC[C@H]1NC(C1=NC=C(C=C1)CCCCC)=O